C(CCC)OC1=NN2C(C(=N1)N)=NC=C2CC2=CC(=C(C=C2)N2CCNCC2)OC(F)(F)F butoxy-7-(4-(piperazin-1-yl)-3-(trifluoromethoxy)benzyl)imidazo[2,1-f][1,2,4]triazin-4-amine